NC=1C=NC(=NC1)C=1C=C(C=C(C1)Cl)[C@H]1N(CC[C@](C1)(C)O)C(C=C)=O 1-((2S,4S)-2-(3-(5-aminopyrimidin-2-yl)-5-chlorophenyl)-4-hydroxy-4-methylpiperidin-1-yl)prop-2-en-1-one